2-((triethoxysilyl)oxy)ethyl methacrylate C(C(=C)C)(=O)OCCO[Si](OCC)(OCC)OCC